p-fluorobenzoyl-benzoic acid FC1=CC(=C(C(=O)O)C=C1)C(C1=CC=CC=C1)=O